ClC1=C(C(=O)NN)C=C(C=C1)C(F)(F)F 2-chloro-5-(trifluoromethyl)benzoyl-hydrazine